FC(C(C(=O)NCCCCCCC(=O)NC1=CC(=C(C(=C1)OC)OC)OC)(O)O)(F)F 7-(3,3,3-trifluoro-2,2-dihydroxypropanamido)-N-(3,4,5-trimethoxyphenyl)heptanamide